C(CC1=CC=CC=C1)C(C(=O)O)(C)C.C(C(C)C)(=O)OCCC1=CC=CC=C1 Phenethyl isobutyrate (PHENETHYL ISOBUTYRATE)